(S)-3,6'-bis(trifluoromethyl)-5,6-dihydro-3'H-spiro[cyclopenta[c]pyridine-7,2'-imidazo[1,2-a]pyridine]-8'-ol FC(C1=CC2=C(C=N1)[C@@]1(N=C3N(C=C(C=C3O)C(F)(F)F)C1)CC2)(F)F